5-bromobenzo[c]isothiazole BrC1=CC=2C(=NSC2)C=C1